NC1=NC=CC(=C1Cl)SC=1N=C(C(=NC1)N1CCC2([C@@H]([C@@H](OC2)C)N)CC1)S(=O)C (3S,4S)-8-(5-((2-amino-3-chloropyridin-4-yl)thio)-3-(methylsulfinyl)pyrazin-2-yl)-3-methyl-2-oxa-8-azaspiro[4.5]decan-4-amine